2-benzyl-5,6-dimethylphenol C(C1=CC=CC=C1)C1=C(C(=C(C=C1)C)C)O